[Cl-].[Cl-].C[SiH](C)[Zr+2](C1C(=CC2=C(C=CC=C12)C1=CC=CC=C1)C)C1C(=CC2=C(C=CC=C12)C1=CC=CC=C1)C dimethylsilylbis(2-methyl-4-phenyl-1-indenyl)zirconium dichloride